CC[C@@H](C)CCCCC(=O)N[C@@H](CCNCS(=O)(=O)[O-])C(=O)N[C@@H]([C@@H](C)O)C(=O)N[C@@H](CCNCS(=O)(=O)[O-])C(=O)N[C@H]1CCNC(=O)[C@@H](NC(=O)[C@@H](NC(=O)[C@@H](NC(=O)[C@@H](NC(=O)[C@H](NC(=O)[C@@H](NC1=O)CCNCS(=O)(=O)[O-])CC(C)C)CC(C)C)CCNCS(=O)(=O)[O-])CCNCS(=O)(=O)[O-])[C@@H](C)O The molecule is the penta-anion resulting from the removal of protons from each of the sulfonic acid groups of colistimethate A. It is a conjugate base of a colistimethate A.